[C@H]12CN(C[C@H](CC1)O2)C2=NC(=NC1=C(C(=C(C=C21)F)C2=CC(=CC1=CC=C(C(=C21)CC)F)O)F)OC[C@]21CCCN1C[C@@H](C2)F |o1:0,4,36,42| rel-4-(4-((1R,5S)-8-Oxa-3-azabicyclo[3.2.1]octan-3-yl)-6,8-difluoro-2-(((2R,7aS)-2-fluorotetrahydro-1H-pyrrolizin-7a(5H)-yl)methoxy)quinazolin-7-yl)-5-ethyl-6-fluoronaphthalen-2-ol